CN1C(COC2=C1C=C(C=C2)B2OC(C(O2)(C)C)(C)C)=O 4-methyl-6-(4,4,5,5-tetramethyl-1,3,2-dioxaborolan-2-yl)-2,4-dihydro-1,4-benzoxazin-3-one